1-Dodecyl-1-butylpyrrolidinium acetat C(C)(=O)[O-].C(CCCCCCCCCCC)[N+]1(CCCC1)CCCC